FC1(CN(CC[C@H]1NC1=NN2C(C(=N1)OC)=C(C=C2)C=2C=CC1=C(N(N=N1)[C@H](CF)C)C2)C(CO)=O)F 1-((R)-3,3-difluoro-4-((5-(1-((S)-1-fluoropropan-2-yl)-1H-benzo[d][1,2,3]triazol-6-yl)-4-methoxypyrrolo[2,1-f][1,2,4]triazin-2-yl)amino)piperidin-1-yl)-2-hydroxyethan-1-one